O=C1NC(CCC1N1C(C=2C=C3C(=CC2C1=O)CC(C3)CO)=O)=O 2-(2,6-dioxopiperidin-3-yl)-6-(hydroxymethyl)-6,7-dihydrocyclopenta[f]isoindole-1,3(2H,5H)-dione